(R)-3-(((2-((2-chloro-3-(3'-chloro-6-methoxy-5-((((5-oxopyrrolidin-2-yl)methyl)amino)methyl)-[2,4'-bipyridin]-2'-yl)phenyl)amino)-3-fluoropyridin-4-yl)methyl)amino)propanoic acid ClC1=C(C=CC=C1C1=NC=CC(=C1Cl)C1=NC(=C(C=C1)CNC[C@@H]1NC(CC1)=O)OC)NC1=NC=CC(=C1F)CNCCC(=O)O